C(C)(C)(C)OC(=O)N1CC[C@H](C1)O (3R,4R)-1-(tert-butoxycarbonyl)-4-hydroxypyrrolidin